N1-(5-(3-Iodo-1-methyl-1H-indazole-5-carboxamido)-2-methoxyphenyl)-N4-methylterephthalamide IC1=NN(C2=CC=C(C=C12)C(=O)NC=1C=CC(=C(C1)NC(C1=CC=C(C(=O)NC)C=C1)=O)OC)C